(2R,4S,4aS)-10-fluoro-2,4-dimethyl-8-(4-methyloxazol-2-yl)-2,4,4a,6-tetrahydro-1H,1'H-spiro[[1,4]oxazino[4,3-a]quinoline-5,5'-pyrimidine]-2',4',6'(3'H)-trione FC=1C=C(C=C2CC3(C(NC(NC3=O)=O)=O)[C@@H]3N(C12)C[C@H](O[C@H]3C)C)C=3OC=C(N3)C